COCCOCCOC=1C=C(C(=O)NC)C=CC1 3-(2-(2-methoxyethoxy)ethoxy)-N-methylbenzamide